(1E)-2,6-dichloro-N-(p-tolylsulfonyl)benzohydrazonoyl chloride ClC1=C(C(=NNS(=O)(=O)C2=CC=C(C=C2)C)Cl)C(=CC=C1)Cl